1-acetyl-5-oxo-N-(7-(3-(trifluoromethyl)phenoxy)-2,3-dihydrobenzo[b][1,4]dioxin-5-yl)pyrrolidine-2-carboxamide C(C)(=O)N1C(CCC1=O)C(=O)NC1=CC(=CC=2OCCOC21)OC2=CC(=CC=C2)C(F)(F)F